S-(pyrazin-2-ylmethyl) Ethanethioate C(C)(SCC1=NC=CN=C1)=O